2,2'-(cyclopentane-1,1-diyl)bis(N,N,N-triethylethan-1-aminium) iodide [I-].C1(CCCC1)(CC[N+](CC)(CC)CC)CC[N+](CC)(CC)CC.[I-]